C(C)(C)C1=CC=C(N(C)C)C=C1 4-isopropyl-N,N-dimethylaniline